S(=O)(=O)(O)O.CNC1=CC=C(C=C1)NC N,N'-dimethyl-p-phenylenediamine sulphate